FC=1C(=C(C=CC1)NC1=C(NC2=C1C(NCC2)=O)C2=C(C=NC=C2)OCC=2N(C=CN2)C)OC 3-[(3-fluoro-2-methoxyphenyl)amino]-2-[3-[(1-methylimidazol-2-yl)methoxy]pyridin-4-yl]-1H,5H,6H,7H-pyrrolo[3,2-c]pyridin-4-one